ClC1=C(C=CC=C1)CC(=O)NC1=CC(=C2CCN(CC2=C1)C1=CC=CC=C1)S(N)(=O)=O 2-(2-chlorophenyl)-N-(2-phenyl-5-sulfamoyl-1,2,3,4-tetrahydroisoquinolin-7-yl)acetamide